CC1=CC=C(C(N1)=O)[N+](=O)[O-] 6-methyl-3-nitro-2-oxo-1,2-dihydropyridin